Ethyl 3-(thiophen-3-yl)-3,6-dihydro-2H-1,2,6-thiadiazine-4-carboxylate 1,1-dioxide S1C=C(C=C1)C1NS(NC=C1C(=O)OCC)(=O)=O